3-((1S,2S)-2-((((9H-fluoren-9-yl)methoxy)carbonyl)amino)cyclohexyl)propanoic acid C1=CC=CC=2C3=CC=CC=C3C(C12)COC(=O)N[C@@H]1[C@@H](CCCC1)CCC(=O)O